C/C(/CC)=N\C1=C(N)C=C(C=C1[N+](=O)[O-])CC(C)C 2-{[(2E)-but-2-ylidene]amino}-5-(2-methylpropan-yl)-3-nitroaniline